BrC1=C(C=C(C(=C1)C)C)C Bromo-2,4,5-trimethylbenzene